C(C)(C)(C)OC(=O)N1C[C@@H](CCC1)CO (3R)-3-hydroxymethyl-piperidine-1-carboxylic acid tert-butyl ester